C(C)OC(=O)C=1N=CC=2CN(CC(C2C1)CC)C1=CC(=CC(=C1)C)F 5-Ethyl-7-(3-fluoro-5-methylphenyl)-5,6,7,8-tetrahydro-2,7-naphthyridine-3-carboxylic acid ethyl ester